(2-chloro-4-phenoxyphenyl)(4-(((3R,6S)-6-(hydroxymethyl)tetrahydro-2H-pyran-3-yl)amino)-7H-pyrrolo[2,3-c]pyridazin-5-yl)methanone ClC1=C(C=CC(=C1)OC1=CC=CC=C1)C(=O)C1=CNC=2N=NC=C(C21)N[C@H]2CO[C@@H](CC2)CO